bis(acetonitrile) trimethyl-silicate CO[Si](OC)(OC)O.C(C)#N.C(C)#N